FC1=CC=C(C=C1)N1CC2(CN(C2)C2=C(C(N(C3=CC=CC=C23)C)=O)C#N)CC1 4-[6-(4-fluorophenyl)-2,6-diazaspiro[3.4]octan-2-yl]-1-methyl-2-oxo-1,2-dihydroquinoline-3-carbonitrile